1-tert-Butyl 4-ethyl-3-oxopiperidine-1,4-dicarboxylate C(C)C1(C(CN(CC1)C(=O)OC(C)(C)C)=O)C(=O)[O-]